5-(3,4-dihydroxybenzyl)-N-(5-(methylsulfanyl)-1,3,4-thiadiazol-2-yl)benzo[c]isoxazole-3-carboxamide OC=1C=C(CC2=CC=3C(=NOC3C(=O)NC=3SC(=NN3)SC)C=C2)C=CC1O